FC(N1C2=C(C=3C=CC(=CC13)C=1C=C3CCCN(C3=C(C1)F)CCOCCN1CCN(CC1)C=1C=C3C(N(C(C3=CC1)=O)C1C(NC(CC1)=O)=O)=O)C=NC=C2)F 5-(4-(2-(2-(6-(5-(difluoromethyl)-5H-pyrido[4,3-b]indol-7-yl)-8-fluoro-3,4-dihydroquinolin-1(2H)-yl)ethoxy)ethyl)piperazin-1-yl)-2-(2,6-dioxopiperidin-3-yl)isoindoline-1,3-dione